FC=1C(=NC(=NC1)N[C@H]1[C@@H](COCC1)O)C=1C=C2C(=C(C=NC2=CC1)CNC1CCOCC1)C(C)C (3S,4R)-4-((5-fluoro-4-(4-isopropyl-3-(((tetrahydro-2H-pyran-4-yl)amino)methyl)quinolin-6-yl)pyrimidin-2-yl)amino)tetrahydro-2H-pyran-3-ol